4-cyclopropyl-2-(4-(pyridazin-3-ylmethyl)piperazin-1-yl)benzonitrile C1(CC1)C1=CC(=C(C#N)C=C1)N1CCN(CC1)CC=1N=NC=CC1